CC(C(C(N)(C)C)(N)C)CCC tetramethyl-1,2-diaminohexane